2-(3-pyridazinyl)-pyrimidine N1=NC(=CC=C1)C1=NC=CC=N1